NC1=C(C=CC(=C1)Cl)NC(C(C)C=1N=C2CCCN(C2=CC1)C(=O)OC(C)(C)C)=O Tert-butyl 6-(1-((2-amino-4-chlorophenyl)amino)-1-oxopropan-2-yl)-3,4-dihydro-1,5-naphthyridine-1(2H)-carboxylate